6-(3-methanesulfinyl-1,2,4-triazin-6-yl)-5-(methoxymethoxy)-2-methyl-1,3-benzoxazole CS(=O)C=1N=NC(=CN1)C1=CC2=C(N=C(O2)C)C=C1OCOC